C(#N)CCOCCOCCC#N 1,2-bis(cyanoethyloxy)ethane